FC1=CC=C(C=C1)C=1C(=C2N(N1)CCC2(C)C)C2=C1C(=NC=C2)NN=C1 4-[2-(4-fluorophenyl)-4,4-dimethyl-5,6-dihydropyrrolo[1,2-b]pyrazol-3-yl]-1H-pyrazolo[3,4-b]pyridine